ClC=1C(=C(C=CC1)CNC(CN(C(CN1N=C(C2=CC=CC=C12)C(=O)N)=O)C)=O)F 1-(2-((2-((3-chloro-2-fluorophenylmethyl)amino)-2-oxoethyl)(methyl)amino)-2-oxoethyl)-1H-indazole-3-carboxamide